3-fluoro-6-methoxy-4-(1-phenyl-1H-1,3-benzodiazol-2-yl)benzene-1,2-diol FC1=C(C(=C(C=C1C1=NC2=C(N1C1=CC=CC=C1)C=CC=C2)OC)O)O